chloro-2-(2,3-dichlorophenyl)-3-iodopyrazine ClC=1N=C(C(=NC1)C1=C(C(=CC=C1)Cl)Cl)I